3-(4-bromo-2-methyl-phenyl)sulfanyl-5-fluoro-1,4-dimethyl-indole BrC1=CC(=C(C=C1)SC1=CN(C2=CC=C(C(=C12)C)F)C)C